5-(chloromethyl)-3-((chloromethyl)thio)-5-methyl-4,5-dihydroisoxazole ClCC1(CC(=NO1)SCCl)C